[Cl-].C[NH+](CCCCCCCCCCCCCCCCCC)C Dimethylstearyl-ammonium chloride